NC=1SC=C(N1)C=1N=NN(C1)[C@@H]1[C@H]([C@@H](SC2=CC(=C(C=C2)Cl)Cl)O[C@@H]([C@@H]1O)CO)OCC(F)(F)F 3,4-Dichlorophenyl 3-[4-(2-aminothiazol-4-yl)-1H-1,2,3-triazol-1-yl]-3-deoxy-2-O-(2,2,2-trifluoroethyl)-1-thio-α-D-galactopyranoside